CC1=NC=CC(=C1C1=CC=C(C=C1)NC(OC(C)(C)C)=O)C(F)(F)F tert-butyl (4-(2-methyl-4-(trifluoromethyl)pyridin-3-yl)phenyl)carbamate